1-((6-(3-(dimethylamino)propyl)-9-methoxy-2,3,4,6-tetrahydro-1H-indolo[2,3-b]quinolin-11-yl)amino)propan-2-ol CN(CCCN1C=2C=CC(=CC2C=2C1=NC=1CCCCC1C2NCC(C)O)OC)C